OC1=C(OC(=C1O)C1=CC=C(C=C1)Cl)NC(C)=O N-(3,4-dihydroxy-5-(4-chlorophenyl)-2-furyl)acetamide